(±)-trans-N-[8-chloro-6-(1-methyl-4-oxo-2-pyridyl)-3-isoquinolyl]-2-cyano-cyclopropanecarboxamide ClC=1C=C(C=C2C=C(N=CC12)NC(=O)[C@H]1[C@@H](C1)C#N)C=1N(C=CC(C1)=O)C |r|